2,2'-methylenedicyclohexyl diisocyanate C(C1C(CCCC1)N=C=O)C1C(CCCC1)N=C=O